(1aS,5aS)-2-Pyrazin-2-yl-1a,2,5,5a-tetrahydro-1H-2,3-diaza-cyclopropa[a]pentalene-4-carboxylic Acid (2,2,2-Trifluoro-1,1-dimethyl-ethyl)-amide FC(C(C)(C)NC(=O)C=1C=2C[C@H]3[C@@H](C2N(N1)C1=NC=CN=C1)C3)(F)F